C1(CCCCC1)C[C@H](N)C(=O)O 3-cyclohexyl-alanine